ClC1=C(C(=O)N(C)C)C=CC(=C1)OCC1(CC1)CC1CCN(CC1)C([C@@](C(F)(F)F)(C1=CC=CC=C1)O)=O |o1:25| (R or S)-2-chloro-N,N-dimethyl-4-((1-((1-(3,3,3-trifluoro-2-hydroxy-2-phenylpropanoyl)piperidin-4-yl)methyl)cyclopropyl)methoxy)benzamide